C1(CC1)C1=CC(=NN1)NC([C@H](C)C=1C=NN(C1)C=1N=C(SC1)C(F)F)=O (R)-N-(5-cyclopropyl-1H-pyrazol-3-yl)-2-(1-(2-(difluoromethyl)thiazol-4-yl)-1H-pyrazol-4-yl)propanamide